BrC1=CC=C(C=C1)CC(=O)O.C1=CC=CC=2C3=CC=CC=C3NC12 (9H-carbazole) 2-(4-bromophenyl)acetate